hydrazinoethyl alcohol enanthate C(CCCCCC)(=O)OCCNN